CN(CCN(C1=C(C=C(C(=C1)OC)NC1=NC=CC(=N1)C=1C=C2CCCN3C2=C(C1)N(C3=O)C(C)C)[N+](=O)[O-])C)C N1-(2-(dimethylamino)ethyl)-N4-(4-(1-isopropyl-2-oxo-1,2,5,6-tetrahydro-4H-imidazo[4,5,1-ij]quinolin-8-yl)pyrimidin-2-yl)-5-methoxy-N1-methyl-2-nitrobenzene-1,4-diamine